ClC=1C=C(CC2=CN=C(S2)C=2C(=NN(C(C2)=O)C2COC2)C(=O)N)C=CC1 (5-(3-chlorobenzyl)thiazol-2-yl)-1-(oxetan-3-yl)-6-oxo-1,6-dihydropyridazine-3-carboxamide